(S)-2-(2H-benzo[d][1,2,3]triazol-2-yl)-1-((3R,5R,8R,9S,10S,13S,14S,17S)-3-hydroxy-3,10,13-trimethylhexadecahydro-1H-cyclopenta[a]phenanthren-17-yl)propan-1-one N=1N(N=C2C1C=CC=C2)[C@H](C(=O)[C@H]2CC[C@H]1[C@@H]3CC[C@@H]4C[C@](CC[C@@]4([C@H]3CC[C@]21C)C)(C)O)C